CN(CCOC1=CC=C(C=C1)N1N=C(C=C1)[N+](=O)[O-])C N,N-dimethyl-2-[4-(3-nitropyrazol-1-yl)phenoxy]ethanamine